(S)-4-((2-Methoxyphenyl)(5-methyl-1H-pyrrol-2-yl)(naphthalen-2-yl)methyl)phenol COC1=C(C=CC=C1)[C@](C1=CC=C(C=C1)O)(C1=CC2=CC=CC=C2C=C1)C=1NC(=CC1)C